4-(3-biphenylyl)quinoline C1(=CC(=CC=C1)C1=CC=NC2=CC=CC=C12)C1=CC=CC=C1